BrCCOC1=C(OC2=C(C(=O)NC3=CC(=NC=C3)OC)C=C(C=C2)C(F)(F)F)C=CC(=C1)F 2-(2-(2-bromoethoxy)-4-fluorophenoxy)-N-(2-methoxypyridin-4-yl)-5-(trifluoromethyl)benzamide